C(C=C)N(C(OC(C)(C)C)=O)C(CC=C)C1=CC=CC=C1 tert-butyl N-allyl-N-(1-phenylbut-3-enyl)carbamate